4-fluoro-7-methyl-N-((1R,3R)-3-(pyridin-3-yl)cyclohexyl)-1H-indole FC1=C2C=CN(C2=C(C=C1)C)[C@H]1C[C@@H](CCC1)C=1C=NC=CC1